2-(2,2,2-trifluoroethyl)-2H-thieno[3,2-c]pyrazole-5-carboxylic acid FC(CN1N=C2C(=C1)SC(=C2)C(=O)O)(F)F